O=C1NN=NC2=C1C=CC=C2 4-oxo-1,2,3-benzotriazine